COC1=CC=C(C=C1)N1C2=NC(=NC(=C2N=C1)NC1=C2C(=NC=C1)C=CO2)C2=NC(=CC=C2)C N-[9-(4-methoxyphenyl)-2-(6-methylpyridin-2-yl)-9H-purin-6-yl]-furo[3,2-b]pyridin-7-amine